3-[1-(cyclopropylamino)-2-methyl-propyl]-2-fluoro-benzonitrile C1(CC1)NC(C(C)C)C=1C(=C(C#N)C=CC1)F